CON=CC1=CC=C(C=C1)C1=NOC(C1)(C(F)(F)F)O[Si](C)(C)C(C)(C)C N-methoxy-1-[4-[5-[tert-butyl(dimethyl)silyl]oxy-5-(trifluoromethyl)-4H-1,2-oxazol-3-yl]phenyl]methanimine